6-(2,6-difluorophenyl)-4-((4-(2-hydroxypropan-2-yl)phenyl)amino)pyridazine-3-carboxamide FC1=C(C(=CC=C1)F)C1=CC(=C(N=N1)C(=O)N)NC1=CC=C(C=C1)C(C)(C)O